diacetyl-zinc C(C)(=O)[Zn]C(C)=O